CC(CCCC(C)=O)CCCC(C)C 6,10-dimethyl-2-undecanone